COC1=CC=C(CN(C(=O)OCC=2C=NC=C(C2)COC(=O)N(CC2=CC=C(C=C2)OC)CC2=CC=C(C=C2)OC)CC2=CC=C(C=C2)OC)C=C1 3-({bis(4-methoxybenzyl)aminocarbonyloxy}methyl)-5-({bis(4-methoxybenzyl)aminocarbonyloxy}methyl)pyridine